NC1=NN(C2=NC(=CC=C21)NC2=NC=C(C(=C2)N2C[C@H](CCC2)NC(OC(C)(C)C)=O)C=2C=NN(C2)CC(F)(F)F)C(C)C tert-Butyl N-[(3S)-1-[2-[(3-amino-1-isopropyl-pyrazolo[3,4-b]pyridin-6-yl)amino]-5-[1-(2,2,2-trifluoroethyl)pyrazol-4-yl]-4-pyridyl]-3-piperidyl]carbamate